FC1=C(CN2[C@@H](CCC2=O)CC(=O)N([C@@H](C(C)C)C(=O)OC)C)C=CC=C1F Methyl N-(2-((S)-1-(2,3-difluorobenzyl)-5-oxopyrrolidin-2-yl)acetyl)-N-methylvalinate